C12CNCC(CC1)N2C=2N=CC1=C(N2)CCN(C1)C(CC1=CC=C(C#N)C=C1)=O 4-(2-(2-(3,8-diazabicyclo[3.2.1]oct-8-yl)-7,8-dihydropyrido[4,3-d]pyrimidin-6(5H)-yl)-2-oxoethyl)benzonitrile